S1CC=C2C1=C1N(C=CN=C1)C=C2 thieno[2',3':3,4]pyrido[1,2-a]pyrazine